OCCOCCOC1=C2CCN(C2=CC=C1)C(CNC1=C(C=CC(=C1)C1=NC(=NS1)C)C)=O 1-(4-(2-(2-hydroxyethoxy)ethoxy)indolin-1-yl)-2-((2-methyl-5-(3-methyl-1,2,4-thiadiazol-5-yl)phenyl)amino)ethan-1-one